octahydrocyclopenta[c]pyrrole-HCl Cl.C1NCC2C1CCC2